C(C)(C)(C)OC(=O)N[C@@H]1[C@H](OCCC1)C1=C(C2=NC(=CC(=C2S1)N(C(OC(C)(C)C)=O)CC1=C(C=CC=C1)F)Cl)Cl tert-Butyl (2-((2S,3S)-3-((tert-butoxycarbonyl)amino)tetrahydro-2H-pyran-2-yl)-3,5-dichlorothieno[3,2-b]pyridin-7-yl)(2-fluorobenzyl)carbamate